(S)-3-((2-(2-oxa-6-azaspiro[3.3]heptan-6-yl)-8-azaspiro[4.5]decan-8-yl)sulfonyl)-5-fluorobenzonitrile C1OCC12CN(C2)[C@@H]2CC1(CC2)CCN(CC1)S(=O)(=O)C=1C=C(C#N)C=C(C1)F